1-(3,5-difluoropyridin-2-yl)cyclopropylamine hydrochloride Cl.FC=1C(=NC=C(C1)F)C1(CC1)N